2-(4-(9-phenyl-9H-carbazole-3-yl)phenyl)-1H-phenanthro[9,10-d]imidazole C1(=CC=CC=C1)N1C2=CC=CC=C2C=2C=C(C=CC12)C1=CC=C(C=C1)C1=NC2=C(N1)C1=CC=CC=C1C=1C=CC=CC12